C(C)(C)(C)OC(=O)N[C@H](C(=O)OC[C@H]1O[C@@]([C@@H]([C@@H]1O)O)(C#N)C1=CC=C2C(=NC=NN21)N)C(C)(C)C ((2R,3S,4R,5R)-5-(4-aminopyrrolo[2,1-f][1,2,4]triazin-7-yl)-5-cyano-3,4-dihydroxytetrahydrofuran-2-yl)methyl (S)-2-((tert-butoxycarbonyl)amino)-3,3-dimethylbutanoate